FC=1C(=C(C#N)C=C(C1)S(F)(F)(F)(F)F)C=1N(N=CC1I)C 3-fluoro-2-(4-iodo-2-methyl-pyrazol-3-yl)-5-(pentafluoro-λ6-sulfanyl)benzonitrile